N1=C(C=CC=C1)CC1=CC=CC=N1 6-(pyridin-2-ylmethyl)pyridine